N-(1-(2-(diethylamino)ethyl)-3-(pyridin-2-yl)-1H-pyrazol-4-yl)-2-(1H-pyrazol-4-yl)thiazole-4-carboxamide C(C)N(CCN1N=C(C(=C1)NC(=O)C=1N=C(SC1)C=1C=NNC1)C1=NC=CC=C1)CC